N1N=PC=CC=C1 Diazaphosphepine